5-fluoro-8-azabicyclo[3.2.1]octane-8-carboxylate FC12CCCC(CC1)N2C(=O)[O-]